2-methoxyethyl (RS)-2-(4-tert-butylphenyl)-2-cyano-3-oxo-3-(α,α,α-trifluoro-o-tolyl)propionate C(C)(C)(C)C1=CC=C(C=C1)[C@](C(=O)OCCOC)(C(C1=C(C=CC=C1)C(F)(F)F)=O)C#N |r|